C(C(=O)O)(=O)O.CN(C)CCC1COC2=CC=3CCCN(C3C=C21)C(=O)C2=CC=C(C=C2)C2=C(C=C(C=C2)C2=NOC(=N2)C)C [3-(Dimethylaminoethyl)-3,6,7,8-tetrahydro-2H-furo[2,3-g]quinolin-5-yl]-[2'-methyl-4'-(5-methyl-[1,2,4]-oxadiazol-3-yl)-biphenyl-4-yl]-methanone oxalate